C=12C=3C=CC=C([C@H]4C[C@@H]4CNCCCOC=4C=CC(NN1)=C2C4)C3 (7S,9S)-15-oxa-11,20,21-triazapentacyclo[14.5.2.12,6.07,9.019,22]tetracosa-1(21),2(24),3,5,16(23),17,19(22)-heptaene